3-[5,7-difluoro-2-(4-fluorophenyl)-1H-indol-3-yl]Propan-1-amine FC=1C=C2C(=C(NC2=C(C1)F)C1=CC=C(C=C1)F)CCCN